ClC(C(F)(Cl)Cl)OC(C(F)(F)F)F tetrafluoroethyl (trichloro-fluoroethyl) ether